tris(3-mercaptopropyl)isocyanuric acid SCCCN1C(N(C(N(C1=O)CCCS)=O)CCCS)=O